C(C1=CC=CC=C1)OC=1C=C2C[C@@H]([C@H](CC2=C(C1N1S(NC(C1)=O)(=O)=O)F)NC(OC(C)(C)C)=O)O[Si](C)(C)C(C)(C)C tert-butyl [(2S,3S)-6-(benzyloxy)-3-{[tert-butyl(dimethyl)silyl]oxy}-8-fluoro-7-(1,1,4-trioxo-1λ6,2,5-thiadiazolidin-2-yl)-1,2,3,4-tetrahydronaphthalen-2-yl]carbamate